4-(methylamino)butylcarbamic acid tert-butyl ester C(C)(C)(C)OC(NCCCCNC)=O